(S)-5-((((3'-chloro-2'-(2-chloro-3-((3-fluoro-4-(((2-hydroxyethyl)(methyl)amino)methyl)pyridin-2-yl)amino)phenyl)-6-methoxy-[2,4'-bipyridin]-5-yl)methyl)amino)methyl)pyrrolidin-2-one ClC=1C(=NC=CC1C1=NC(=C(C=C1)CNC[C@@H]1CCC(N1)=O)OC)C1=C(C(=CC=C1)NC1=NC=CC(=C1F)CN(C)CCO)Cl